3-(3-bromopropoxy)-5,7-dimethoxy-2-(3,4,5-trimethoxyphenyl)-4H-chromene-4-one BrCCCOC1=C(OC2=CC(=CC(=C2C1=O)OC)OC)C1=CC(=C(C(=C1)OC)OC)OC